Methyl 4-[(1S)-1-[[3-[2-(3-chlorophenoxy)ethyl-methyl-amino]tetrahydrofuran-3-carbonyl]amino]ethyl]benzoate ClC=1C=C(OCCN(C2(COCC2)C(=O)N[C@@H](C)C2=CC=C(C(=O)OC)C=C2)C)C=CC1